4,5-dimethylpyridazine-3-carbonitrile CC1=C(N=NC=C1C)C#N